3-fluoro-2-hydroxy-5-(3-(4-(pyrrolidin-1-yl)phenyl)azetidine-1-carbonyl)benzaldehyde FC=1C(=C(C=O)C=C(C1)C(=O)N1CC(C1)C1=CC=C(C=C1)N1CCCC1)O